COC=1C=C(C=CC1OC)C1=NN2C(C(=CC(=C2)C2CCN(CC2)C2CCN(CC2)C(C)C)C)=N1 2-(3,4-dimethoxyphenyl)-6-(1'-isopropyl-[1,4'-bipiperidin]-4-yl)-8-methyl-[1,2,4]triazolo[1,5-a]pyridine